C(C)C=1C(=CC=C2C=CC=C(C12)C1=C(C=2N=C(N=C(C2C=N1)N1C[C@@](CCC1)(O)C)OC[C@]12CCCN2C[C@@H](C1)F)F)F (R)-1-(7-(8-Ethyl-7-fluoronaphthalen-1-yl)-8-fluoro-2-(((2R,7aS)-2-fluorotetrahydro-1H-pyrrolizin-7a(5H)-yl)methoxy)pyrido[4,3-d]pyrimidin-4-yl)-3-methylpiperidin-3-ol